ClC=1N=C2C(=C(C(N(C2=CC1)C)=O)C#N)N(C)[C@@H]1CC[C@H](CC1)N(C1=C(C=CC(=C1)F)C)CC1CC1 trans-6-chloro-4-((4-((cyclopropylmethyl)(5-fluoro-2-methylphenyl)amino)cyclohexyl)(methyl)amino)-1-methyl-2-oxo-1,2-dihydro-1,5-naphthyridine-3-carbonitrile